manganese ethylenediamine tetraacetate sodium salt [Na].C(C)(=O)ON(CCN(OC(C)=O)OC(C)=O)OC(C)=O.[Mn]